COC=1C=C(C=C[N+](=O)[O-])C=C(C1OCCCF)OC 3,5-Dimethoxy-4-(3-fluoropropoxy)-β-nitrostyrene